5-(3-((2,2-dioxido-1,3-dihydrobenzo[c]thiophen-5-yl)amino)-1H-pyrazol-5-yl)tetrahydrofuran-3-yl isopropylcarbamate C(C)(C)NC(OC1COC(C1)C1=CC(=NN1)NC1=CC2=C(CS(C2)(=O)=O)C=C1)=O